C(C)(C)(C)OOC(C)(C#CC(C)(C)OOC(C)(C)C)C 2,5-di(tert-butyl-peroxy)-2,5-dimethyl-3-hexyne